methyl 4-(4-acetamidophenyl)bicyclo[2.2.2]octane-1-carboxylate C(C)(=O)NC1=CC=C(C=C1)C12CCC(CC1)(CC2)C(=O)OC